4-pyrimidine-sulfonate N1=CN=C(C=C1)S(=O)(=O)[O-]